S1C=C(C=C1)NS(=O)(=O)C1=CC=NC=C1 N-(thien-3-yl)-pyridine-4-sulfonamide